C12CNCC(C1C=1C3=CN(C=C3C(=C(C1F)F)F)C1C(NC(CC1)=O)=O)C2 4-(3-Azabicyclo[3.1.1]heptane-6-yl)-2-(2,6-dioxopiperidin-3-yl)-5,6,7-trifluoroisoindole